phenyl isopentenyl ether C(CC(=C)C)OC1=CC=CC=C1